CN(S(=O)(=O)C=C)C1=C(C(=CC=C1)B1OC(C(O1)(C)C)(C)C)C N-methyl-N-(2-methyl-3-(4,4,5,5-tetramethyl-1,3,2-dioxaborolan-2-yl)phenyl)ethenesulfonamide